2-[2-chloro-4-(4-chlorophenoxy)phenyl]-2-hydroxy-3-(1H-1,2,4-triazol-1-yl)propionic acid methyl ester COC(C(CN1N=CN=C1)(O)C1=C(C=C(C=C1)OC1=CC=C(C=C1)Cl)Cl)=O